(1S,3R)-3-(2-cyanoacetylamino)-N-(4-(7-fluoro-3-isopropyl-2-methyl-2H-indazol-5-yl)-5-methylpyridin-2-yl)cyclohexane-1-carboxamide C(#N)CC(=O)N[C@H]1C[C@H](CCC1)C(=O)NC1=NC=C(C(=C1)C1=CC2=C(N(N=C2C(=C1)F)C)C(C)C)C